2-(benzo[d][1,3]dioxol-5-yl)-N-(2-((2-((2-cyanoethyl)amino)-2-oxoethyl)amino)-2-oxoethyl)-N-(1-(1-(naphthalen-1-yl)ethyl)piperidin-4-yl)acetamide O1COC2=C1C=CC(=C2)CC(=O)N(C2CCN(CC2)C(C)C2=CC=CC1=CC=CC=C21)CC(=O)NCC(=O)NCCC#N